BrC1=CN=C2N1C=C(C(=C2)OC)C2(CCN(CC2)C)O 4-(3-bromo-7-methoxyimidazo[1,2-a]pyridin-6-yl)-1-methylpiperidin-4-ol